(R)-6-bromo-2-methyl-N-(1-(m-tolyl)ethyl)quinazolin-4-amine BrC=1C=C2C(=NC(=NC2=CC1)C)N[C@H](C)C=1C=C(C=CC1)C